(S)-1-azabicyclo[2.2.2]oct-3-yl [1-(2',4'-difluorobiphenyl-4-yl)cyclopropyl]carbamate FC1=C(C=CC(=C1)F)C1=CC=C(C=C1)C1(CC1)NC(O[C@@H]1CN2CCC1CC2)=O